4-bromo-6-chloro-1,3-dihydrobenzimidazol-2-one BrC1=CC(=CC=2NC(NC21)=O)Cl